1-(13Z,16Z-docosadienoyl)-2-(5Z,8Z,11Z,14Z,17Z-eicosapentaenoyl)-glycero-3-phosphocholine CCCCC/C=C\C/C=C\CCCCCCCCCCCC(=O)OC[C@H](COP(=O)([O-])OCC[N+](C)(C)C)OC(=O)CCC/C=C\C/C=C\C/C=C\C/C=C\C/C=C\CC